BrC=1C=CC(=NC1)N1CCC(CC1)(F)F 5-bromo-2-(4,4-difluoro-1-piperidyl)pyridine